1-O-(4-coumaroyl)-beta-D-glucose C(\C=C\C1=CC=C(C=C1)O)(=O)O[C@H]1[C@H](O)[C@@H](O)[C@H](O)[C@H](O1)CO